C1CCC2=C(C=3CCCC3C=C12)NC(=O)N=S(=O)(N)C1=CC=C(C=C1)COC N'-(1,2,3,5,6,7-hexahydro-s-indacen-4-ylcarbamoyl)-4-(methoxymethyl)-benzenesulfonimidamide